C(C)(C)(C)OC(=O)N1CCC(CC1)(F)COC1CNC1 4-(azetidin-3-yloxymethyl)-4-fluoro-piperidine-1-carboxylic acid tert-butyl ester